sodium 3-allyloxy-1-hydroxy-propanesulfonate C(C=C)OCCC(S(=O)(=O)[O-])O.[Na+]